3-fluoro-6,7-dihydro-3H-oxathiepine 2,2-dioxide FC1S(OCCC=C1)(=O)=O